((2R,4S,5R)-4-amino-5-(benzyloxy)tetrahydro-2H-pyran-2-yl)((S)-1-(4-fluorophenyl)-3,4-dihydroisoquinolin-2(1H)-yl)methanone N[C@H]1C[C@@H](OC[C@@H]1OCC1=CC=CC=C1)C(=O)N1[C@H](C2=CC=CC=C2CC1)C1=CC=C(C=C1)F